C1(CCC1)OC1=NC(=NC=C1)NC(C1=CC(=CC=C1)N1C(NC(CC1)=O)=O)=O N-(4-cyclobutoxypyrimidin-2-yl)-3-(2,4-dioxotetrahydropyrimidin-1(2H)-yl)benzamide